ethyl-(ethyl-eicosapentaenoic acid) C(C)C(=C(C(=O)O)CC)C=CC=CC=CC=CCCCCCCCCC